(2s,4r)-4-(thiazol-2-yl)pyrrolidine-1,2-dicarboxylic acid 1-(tert-butyl) ester 2-methyl ester COC(=O)[C@H]1N(C[C@@H](C1)C=1SC=CN1)C(=O)OC(C)(C)C